N5-((2-((5,6,7,8-tetrahydroimidazo[1,2-a]pyridin-7-yl)methoxy)pyridin-4-yl)methyl)isoquinoline-1,5-diamine N=1C=CN2C1CC(CC2)COC2=NC=CC(=C2)CNC=2C=1C=CN=C(C1C=CC2)N